O1C(COCC1)C=1C=C2C(=NC1)N=C(S2)N 6-(1,4-dioxan-2-yl)thiazolo[4,5-b]pyridin-2-amine